indolo[1,2-a]quinazolin-5(7H)-one C1=CC=CC=2C(N=C3N(C12)C1=CC=CC=C1C3)=O